C1(CCCC2=CC=CC=C12)NS(=O)(=O)C1=CC=C(C)C=C1 N-(1,2,3,4-Tetrahydronaphthalen-1-yl)-p-toluenesulfonamide